5-fluorobenzo[d][1,3]dioxole-4-carbonitrile FC1=C(C2=C(OCO2)C=C1)C#N